N-{4-(benzothiazole-2-yl)phenyl}phenylamine S1C(=NC2=C1C=CC=C2)C2=CC=C(C=C2)NC2=CC=CC=C2